methyl 2-[2-(benzyloxymethyl)-1-(2-trimethylsilylethoxymethyl) benzimidazol-4-yl]-2-oxo-acetate C(C1=CC=CC=C1)OCC1=NC2=C(N1COCC[Si](C)(C)C)C=CC=C2C(C(=O)OC)=O